(3-bromo-5-chloro-2-(3-methylene-5-nitro-3,4-dihydro-2H-pyran-6-yl)thieno[3,2-b]pyridin-7-yl)(thiophen-2-ylmethyl)carbamic acid tert-butyl ester C(C)(C)(C)OC(N(CC=1SC=CC1)C1=C2C(=NC(=C1)Cl)C(=C(S2)C2=C(CC(CO2)=C)[N+](=O)[O-])Br)=O